N1C=NC=CC2=C1C=NC=C2 pyrido[4,3-f][1,3]diazepine